4-{4-[(4'-Chloro-1,1'-biphenyl-2-yl)methyl]piperazin-1-yl}-N-({3-nitro-4-[(tetrahydro-2H-pyran-4-ylmethyl)amino]phenyl}sulfonyl)-2-(1H-pyrrolo[2,3-b]pyridin-5-yloxy)benzamid ClC1=CC=C(C=C1)C1=C(C=CC=C1)CN1CCN(CC1)C1=CC(=C(C(=O)NS(=O)(=O)C2=CC(=C(C=C2)NCC2CCOCC2)[N+](=O)[O-])C=C1)OC=1C=C2C(=NC1)NC=C2